NC=1C=CC(=NC1)N1C(CCC1)=O 1-(5-amino-2-pyridyl)pyrrolidin-2-one